FC=1C(=NC(=C(C1)F)C)SCCC(=O)OCC ethyl 3-[(3,5-difluoro-6-methyl-2-pyridyl)sulfanyl]propanoate